(2,9-bis(naphthalen-2-yl))-4,7-diphenyl-1,10-phenanthroline C1=C(C=CC2=CC=CC=C12)C1=NC2=C3N=C(C=C(C3=CC=C2C(=C1)C1=CC=CC=C1)C1=CC=CC=C1)C1=CC2=CC=CC=C2C=C1